C(/C(=C\\C(=O)O)/C(=O)O)C(=O)C(=O)O The molecule is a 4-oxo derivative of but-1-ene-1,2,4-tricarboxylic acid with (E)-stereochemistry about the C=C bond. It derives from a but-1-ene-1,2,4-tricarboxylic acid. It is a conjugate acid of a (1E)-4-oxobut-1-ene-1,2,4-tricarboxylate.